C1(CC1)C1=NC=NC(=C1C1=NC=CC(=N1)OCC1=C(C=C(C(=C1)F)C=1N(C=C(N1)C(F)(F)F)C)F)OC 4-cyclopropyl-5-[4-[[2,5-difluoro-4-[1-methyl-4-(trifluoromethyl)imidazol-2-yl]phenyl]methoxy]pyrimidin-2-yl]-6-methoxy-pyrimidine